methylbutan-1,2-dien-1-yl acetate C(C)(=O)OC(=C=CC)C